2-chloro-N-(1-ethynyl-cyclopropyl)-5-nitrobenzamide ClC1=C(C(=O)NC2(CC2)C#C)C=C(C=C1)[N+](=O)[O-]